benzyl (((2-(((3S,6S,9aS)-5-oxo-3-(3-(pyridin-3-yl)azetidine-1-carbonyl)octahydro-1H-pyrrolo[1,2-a]azepin-6-yl)carbamoyl)benzo[b]thiophen-5-yl)methyl)(phenoxy) phosphoryl)-L-alaninate O=C1[C@H](CCC[C@@H]2N1[C@@H](CC2)C(=O)N2CC(C2)C=2C=NC=CC2)NC(=O)C2=CC1=C(S2)C=CC(=C1)CP(=O)(OC1=CC=CC=C1)N[C@@H](C)C(=O)OCC1=CC=CC=C1